C(C)(C)(C)OC[C@H](N)C(=O)NCC(=O)O O-tertiary butyl-L-seryl-glycine